NC=1C=C(C=NC1Cl)C=O 5-AMINO-6-CHLORO-PYRIDINE-3-CARBALDEHYDE